1-((1-(3-Chloro-4-isobutoxybenzylpiperidin-4-yl)methyl)-1H-1,2,3-triazol-4-yl)-5-fluoro-1H-indole-2-carboxylic acid isobutyl ester C(C(C)C)OC(=O)C=1N(C2=CC=C(C=C2C1)F)C=1N=NN(C1)CC1CCN(CC1)CC1=CC(=C(C=C1)OCC(C)C)Cl